3,4,5,3',4'-pentachlorobiphenyl ClC=1C=C(C=C(C1Cl)Cl)C1=CC(=C(C=C1)Cl)Cl